FC=1C=C(C=C(C1OC1=CC=NC2=CC(=C(C=C12)OC(CO)C)OC)F)C1=C(C(=O)N)C=CC=N1 (3,5-difluoro-4-((6-((1-hydroxypropan-2-yl)oxy)-7-methoxyquinolin-4-yl)oxy)phenyl)nicotinamide